O1C(C=CC1=O)=O 2,5-dihydrofuran-2,5-dione